ClC1=C(C2=C(SC=C2)C=C1)C=NN/C(/N)=N/[H] (E)-2-((5-chlorobenzo[b]thiophen-4-yl)methylene)hydrazine-1-carboximidamide